N-(3-amino-2-chlorophenyl)-3-fluoro-N-((2-(trimethylsilyl)ethoxy)-methyl)propane-1-sulfonamide NC=1C(=C(C=CC1)N(S(=O)(=O)CCCF)COCC[Si](C)(C)C)Cl